N=1C=NN2C1C=C(C=C2)OC2=CC(=C(C=C2Cl)NC2=NC=NC1=CC(=C(C=C21)NC(\C=C\[C@@H]2N(CCC2)C)=O)OC)OC (R,E)-N-(4-((4-([1,2,4]triazolo[1,5-a]pyridin-7-yloxy)-5-chloro-2-methoxyphenyl)amino)-7-methoxy-quinazolin-6-yl)-3-(1-methylpyrrolidin-2-yl)acrylamide